(3-(3-amino-5-(4-amino-4-methylpiperidin-1-yl)pyrazin-2-yl)-2-chlorophenyl)dimethylphosphine oxide NC=1C(=NC=C(N1)N1CCC(CC1)(C)N)C=1C(=C(C=CC1)P(C)(C)=O)Cl